octadecenoic acid 3-hexylnonyl ester C(CCCCC)C(CCOC(C=CCCCCCCCCCCCCCCC)=O)CCCCCC